gallium-indium-zinc [Zn].[In].[Ga]